2,5-diaminotoluene hydrochloride Cl.NC1=C(C)C=C(C=C1)N